C1(CC1)C1=C(C(=NO1)C1=C(C=C(C=C1)Cl)Cl)COC1=CC=C2C(=N1)C1(CC1)CC1=C(O2)C=C(C=C1)C(=O)[O-] 2-((5-cyclopropyl-3-(2,4-dichlorophenyl)isoxazol-4-yl)methoxy)-10H-spiro[benzo[6,7]oxepino[3,2-b]pyridine-11,1'-cyclopropane]-7-carboxylate